C(C)OC(=O)C1=CC(=C(C=C1O)C1=NC2=C(N1)C=CC=C2C(=O)OC)O Methyl 2-(4-ethoxycarbonyl-2,5-dihydroxyphenyl)-1H-benzo[d]imidazol-4-carboxylat